NC(CO)(C)C1=C2C=C(N=CC2=C(N=C1)OC1CC1)NC1=CC=C2C(=N1)[C@H]([C@@H](OC2=O)C)C (7S,8R)-2-((5-(2-Amino-1-hydroxypropan-2-yl)-8-cyclopropoxy-2,7-naphthyridin-3-yl)amino)-7,8-dimethyl-7,8-dihydro-5H-pyrano[4,3-b]pyridin-5-one